((2,4-dioxo-1,3-diazaspiro[4.4]nonane-6-yl)methyl)-4-(pyridin-3-yl)benzenesulfonamide O=C1NC2(C(N1)=O)C(CCC2)CC2=C(C=CC(=C2)C=2C=NC=CC2)S(=O)(=O)N